(R)-4-(m-tolyl)-2,5-dihydro-1H-pyrrole-1,2-dicarboxylic acid 1-tert-butyl ester 2-methyl ester COC(=O)[C@@H]1N(CC(=C1)C=1C=C(C=CC1)C)C(=O)OC(C)(C)C